((cyclohexyloxy)carbonyl)-L-leucine methyl ester COC([C@@H](NC(=O)OC1CCCCC1)CC(C)C)=O